C(C)C1=C(C2=CC=CC=C2C(=C1)OC(=O)OC)OC(C=C)=O 2-ethyl-4-methoxycarbonyloxy-1-acryloyloxynaphthalene